C(C)(C)[Si](OC1=CC2=CC(=CC=C2C(=C1)B1OC(C(O1)(C)C)(C)C)C)(C(C)C)C(C)C triisopropyl-[[7-methyl-4-(4,4,5,5-tetramethyl-1,3,2-dioxaborolan-2-yl)-2-naphthyl]oxy]silane